S1C=NC=C1C=1C(=NC=NC1)C1C(C1)(C#N)C=1OC=CC1 5-thiazol-5-ylpyrimidin-4-ylfuran-2-ylcyclopropane-1-carbonitrile